C(C)OC=1C(=NC=CC1)OC=1C=CC=2N(C1)C=C(N2)C(=O)NC2=CC=CC=C2 6-[(3-ethoxy-2-pyridyl)oxy]-N-phenyl-imidazo[1,2-a]pyridine-2-carboxamide